1-(t-butyl) 2,4-dimethyl (2S,4R)-4-(3,5-difluoro-2-nitrophenoxy)pyrrolidine-1,2,4-tricarboxylate FC=1C(=C(O[C@@]2(C[C@H](N(C2)C(=O)OC(C)(C)C)C(=O)OC)C(=O)OC)C=C(C1)F)[N+](=O)[O-]